CC1=C(C(=C2C=NNC2=C1)C1CC=2N=CN=C(C2CO1)N1C[C@@]2(CC[C@H](C1)N2)C)C(F)(F)F 7-(6-methyl-5-(trifluoromethyl)-1H-indazol-4-yl)-4-((1S,5R)-1-methyl-3,8-diazabicyclo[3.2.1]octan-3-yl)-7,8-dihydro-5H-pyrano[4,3-d]pyrimidine